NC(CP(O)(=O)CCCCC)=NO (2-amino-2-(hydroxyimino)ethyl)(pentyl)phosphinic acid